C(C)N1C[C@@H](CCC1)N |r| (rac)-1-ethylpiperidin-3-amine